C(C(=C)C)(=O)OC(C)CC(C(C)C)C 4,5,5-trimethyl-2-pentyl methacrylate